4,7-dichloro-1-phenylquinazolin-2(1H)-one ClC1=NC(N(C2=CC(=CC=C12)Cl)C1=CC=CC=C1)=O